OCC1=CC(=NO1)C=1C=CC(=C(C(=O)N)C1)OC 5-(5-(hydroxymethyl)isoxazol-3-yl)-2-methoxybenzamide